COC1=C(C2=C(CC(O2)(C)C)C=C1)S(=O)(=O)NC(=O)C1=NC2=CC=CC(=C2C=C1)C=1N=C(SC1)C N-((6-methoxy-2,2-dimethyl-2,3-dihydrobenzofuran-7-yl)sulfonyl)-5-(2-methylthiazol-4-yl)quinoline-2-carboxamide